CC1=C(N=CO1)C=O (5-methyl-oxazol-4-yl)-methanone